C1(=CC=CC=C1)[C@H]1NCOC1 (R)-4-phenyloxazolidine